(2-bromoethyl)-trimethyl-ammonium bromide [Br-].BrCC[N+](C)(C)C